COC1=CC=C(C=2NC(=NC21)C2CN(CCC2)C)OC 4,7-dimethoxy-2-(1-methylpiperidin-3-yl)-1H-benzo[d]imidazole